(1S,3R)-3-acetylaminocyclohexane C(C)(=O)NC1CCCCC1